[Ta].[Sr] Strontium Tantalum